NC1=NC2=C(C=3N1N=C(N3)C=3OC=CC3)C=NN2C(C(=O)NCCN2CCNCC2)(C)C2=CC=CC=C2 2-(5-amino-2-(furan-2-yl)-7H-pyrazolo[4,3-e][1,2,4]triazolo[1,5-c]pyrimidin-7-yl)-2-phenyl-N-(2-(piperazin-1-yl)ethyl)propionamide